ClC=1C(=NC(=NC1)NC1CCOCC1)C1=CC=C2CN(C(C2=C1)=O)[C@@H](C(=O)N[C@H](C)C1=CC(=CC=C1)OC)CCO (2R)-2-(6-{5-chloro-2-[(oxacyclohex-4-yl)amino]pyrimidin-4-yl}-1-oxo-2,3-dihydro-1H-isoindol-2-yl)-4-hydroxy-N-[(1R)-1-(3-methoxyphenyl)ethyl]butanamide